1H-benzo[d]imidazol-5-yl carbonate C(OC1=CC2=C(NC=N2)C=C1)([O-])=O